(3-(oxetan-3-yl)phenyl)methanol O1CC(C1)C=1C=C(C=CC1)CO